2-((1,7-dimethyl-2-phenyl-7-(trifluoromethyl)bicyclo[2.2.1]heptan-2-yl)oxy)-N,N-dimethylethan-1-amine CC12C(CC(CC1)C2(C(F)(F)F)C)(C2=CC=CC=C2)OCCN(C)C